4,7-diazaspiro[2.5]octane-4-carboxylic acid 1,1-dimethylethyl ester CC(C)(C)OC(=O)N1C2(CC2)CNCC1